FC=1C=CC(=C(C(=O)N(C)C(C)C)C1)N1C=C(C=2C1=CN=CC2)C2CN(CCC2)CC2=CC1=C(N(C(N1)=O)CCO)C=C2 5-fluoro-2-(3-(1-((1-(2-hydroxyethyl)-2-oxo-2,3-dihydro-1H-benzo[d]imidazol-5-yl)methyl)piperidin-3-yl)-1H-pyrrolo[2,3-c]pyridin-1-yl)-N-isopropyl-N-methylbenzamide